diethylenglycol butyl ether acrylate C(C=C)(=O)OCCOCCOCCCC